4-(3,3-difluoropyrrolidin-1-yl)-fluoroaniline FC1(CN(CC1)C1=CC=C(NF)C=C1)F